(2S,3S,4R,5R)-2-((R)-6-chloro-7-methylisochroman-1-yl)-5-(4-methyl-7H-pyrrolo[2,3-d]pyrimidin-7-yl)tetrahydrofuran-3,4-diol ClC=1C=C2CCO[C@H](C2=CC1C)[C@H]1O[C@H]([C@@H]([C@@H]1O)O)N1C=CC2=C1N=CN=C2C